BrC=1C=C(NC1)C(=O)NCC(O)C1=CC=C(C=C1)Cl 4-bromo-N-(2-(4-chlorophenyl)-2-hydroxyethyl)-1H-pyrrole-2-carboxamide